tert-butyl (2S)-2-(2-chloro-3-methoxy-phenyl)-2,5-dihydropyrrole-1-carboxylate ClC1=C(C=CC=C1OC)[C@H]1N(CC=C1)C(=O)OC(C)(C)C